8-nonyloxymethoxy-1,3,5-trimethyloctyl-magnesium chloride C(CCCCCCCC)OCOCCCC(CC(CC(C)[Mg]Cl)C)C